CNCC[C@H](O)C=1SC=CC1 (S)-3-methylamino-1-(thiophen-2-yl)propanol